CC1(NC=NC(=N1)C1=CC=C(C=C1)[N+](=O)[O-])C 4,4-dimethyl-6-p-nitrophenyl-1,3,5-triazine